COC([C@@H](NC(=O)OC(C)(C)C)[C@H](OC(F)F)C)=O N-(tert-butoxycarbonyl)-O-(difluoromethyl)-L-threonine methyl ester